tert-butyl 4-({[2-(trifluoromethyl)pyridin-3-yl]oxy}methyl)piperidine-1-carboxylate FC(C1=NC=CC=C1OCC1CCN(CC1)C(=O)OC(C)(C)C)(F)F